NC=1C=2N(C=CN1)C(=NC2C2=CC=C(C=C2)C(C(F)F)(C2=CC(=CC=C2)C(F)(F)F)O)[C@H]2CN1C(CC[C@@H]1CC2)=O (6R,8aS)-6-[8-amino-1-(4-{2,2-difluoro-1-hydroxy-1-[3-(trifluoromethyl)phenyl]ethyl}phenyl)imidazo[1,5-a]pyrazin-3-yl]hexahydroindolizin-3(2H)-one